3-[2-(2-prop-2-ynoxyethoxy)ethoxy]azetidine C(C#C)OCCOCCOC1CNC1